24-(oxetan-3-yl)tetracosanoic acid O1CC(C1)CCCCCCCCCCCCCCCCCCCCCCCC(=O)O